D-lactose sodium salt [Na].OC1[C@H](O)[C@@H](O)[C@H](O[C@H]2[C@H](O)[C@@H](O)[C@@H](O)[C@H](O2)CO)[C@H](O1)CO